(2,4-di-tert-butylphenyl)-[1,1-biphenyl]-4,4'-diyl-bisphosphonate C(C)(C)(C)C1=C(C=CC(=C1)C(C)(C)C)OP([O-])(=O)C1=CC=C(C=C1)C1=CC=C(C=C1)P([O-])([O-])=O